4-(3-fluorophenyl)-1-(5-(isopropylsulfanyl)-4-(2-methyl-4-(trifluoromethoxy)phenyl)thiazol-2-yl)-3-methyl-1H-pyrazole-5-carboxylic acid FC=1C=C(C=CC1)C=1C(=NN(C1C(=O)O)C=1SC(=C(N1)C1=C(C=C(C=C1)OC(F)(F)F)C)SC(C)C)C